3,3-diethylpentane C(C)C(CC)(CC)CC